S(N)(OCC=1N(C2=CC=CC=C2C1C=NOC)C1CCN(CC1)[C@@H]1CC[C@@H](CC1)C(C)C)(=O)=O (1-(1-(cis-4-isopropylcyclohexyl) piperidin-4-yl)-3-((methoxyimino) methyl)-1H-indol-2-yl)methyl sulfamate